5-chloro-[1,2,4]triazolo[1,5-a]pyrimidine ClC1=NC=2N(C=C1)N=CN2